FC1=CC=C(C=C1)N1N=CC(=C1)C(=O)N(C)OC 1-(4-Fluorophenyl)-N-methoxy-N-methyl-1H-pyrazole-4-carboxamide